(2-dibutylamino-1,1-diethyl-ethyl)(trimethylsilyl)amine C(CCC)N(CC(CC)(CC)N[Si](C)(C)C)CCCC